C1(CC1)[C@H](C(C)(C)O)N1C(C2=C(C=CC=C2C1)C=1C(=NC=CC1)OCC(F)(F)F)=O (R)-2-(1-cyclopropyl-2-hydroxy-2-methylpropyl)-7-(2-(2,2,2-trifluoroethoxy)pyridin-3-yl)isoindolin-1-one